FCOC[C@H]1[C@@H](C1)COC1=C(C=CC=N1)N1CC(C1)OC 6-({(1R,2R)-2-[(fluoromethoxy)methyl]cyclopropyl}methoxy)-5-(3-methoxyazetidin-1-yl)pyridine